O[C@@H]1C[C@H](N(C1)C(=O)OC(C)(C)C)C(=O)N1CCC(CC1)SC1=C(C=C(C=C1)[N+](=O)[O-])C tert-butyl (2S,4R)-4-hydroxy-2-[4-(2-methyl-4-nitro-phenyl)sulfanylpiperidine-1-carbonyl]pyrrolidine-1-carboxylate